3-(5-cyclopropylpyridin-3-yl)-1-methyl-1-(2-(1-methyl-1H-imidazo[1,2-b]pyrazole-7-carbonyl)-2-azaspiro[3.3]heptan-6-yl)urea C1(CC1)C=1C=C(C=NC1)NC(N(C1CC2(CN(C2)C(=O)C2=C3N(N=C2)C=CN3C)C1)C)=O